ClC=1C=C(C=CC1C)/C=C/C(=O)C1=CC=C(C=C1)O (E)-3-(3-Chloro-4-methylphenyl)-1-(4-hydroxyphenyl)prop-2-en-1-one